CC(C(C)=O)C1=CC=C(C=C1)C(=C)C methyl-1-(4-(1-methylvinyl)phenyl)propanone